CC(C)C([C@@](C(=O)O)(N(F)F)F)(F)F pentafluoroleucine